NC\C=C(\CN1C(=NC2=C1C=C(C=C2C2=CC(=CC=C2)S(NC)(=O)=O)C(=O)N(C)C)C)/F (Z)-1-(4-amino-2-fluorobut-2-en-1-yl)-N,N,2-trimethyl-4-(3-(N-methylsulfamoyl)phenyl)-1H-benzo[d]imidazol-6-carboxamide